1-([1,1'-biphenyl]-4-yl)-4-fluoronaphthalene C1(=CC=C(C=C1)C1=CC=C(C2=CC=CC=C12)F)C1=CC=CC=C1